neopentylpivalic acid C(C(C)(C)C)CC(C(=O)O)(C)C